C(C)(=O)[O-].C(C)N1C=[NH+]C=C1 N-ethylimidazolium acetate